COC1=C2C(=NN(C2=CC=C1C1(CC1)C(F)(F)F)C)N 4-Methoxy-1-methyl-5-(1-(trifluoromethyl)cyclopropyl)-1H-indazol-3-amine